N1(N=CC=C1)CC1=C(C=C(C(=O)NS(=O)(=O)C2=C(C=CC=C2OC)OC)C=C1)F 4-((1H-pyrazol-1-yl)methyl)-N-((2,6-dimethoxyphenyl)sulfonyl)-3-fluorobenzamide